N1(CCCCCC1)C(CCCCCC=1N=C(N(C1)C1=CC=CC=C1)C1=C(C(=O)N)C=CC=C1C=1C=CC2=C(N=CS2)C1)=O (4-(6-(azepan-1-yl)-6-oxohexyl)-1-phenyl-1H-imidazol-2-yl)-3-(benzo[d]thiazol-5-yl)benzamide